3-(4-((3-(4-((4-((3,4-dichloro-2-fluorophenyl)amino)-7-methoxyquinazolin-6-yl)oxy)piperidin-1-yl)-3-oxopropyl)thio)-1-oxoisoindolin-2-yl)piperidine-2,6-dione ClC=1C(=C(C=CC1Cl)NC1=NC=NC2=CC(=C(C=C12)OC1CCN(CC1)C(CCSC1=C2CN(C(C2=CC=C1)=O)C1C(NC(CC1)=O)=O)=O)OC)F